CO[Si](CCCNCCC[Si](OC)(OC)OC)(OC)OC bis{gamma-(trimethoxysilyl)propyl}amine